CC1=C(C(=CC=C1)C)NC(C(NC1=C(C=CC=C1C)C)=O)=O bis(2,6-dimethylphenyl)oxamide